(R)-4-(7-chloro-4-((1-(3-(difluoromethyl)-2-fluorophenyl)ethyl)amino)pyrido[2,3-d]pyrimidin-6-yl)thiomorpholine 1,1-dioxide ClC=1C(=CC2=C(N=CN=C2N[C@H](C)C2=C(C(=CC=C2)C(F)F)F)N1)N1CCS(CC1)(=O)=O